C(#N)C1=CC=C(N2C=CC=C12)C=1C=NC=CC1SC1CC(C1)O 1-((3-(8-Cyanoindolizin-5-yl)pyridin-4-yl)thio)-3-hydroxycyclobutan